N1N=CC=C1C1=NC=CC=C1CNC1=C2N=CN(C2=NC(=N1)Cl)C(C)C N-((2-(1H-pyrazol-5-yl)pyridin-3-yl)methyl)-2-chloro-9-isopropyl-9H-purin-6-amine